[N+](=O)([O-])C=1C=NN2C1OCCC2 3-nitro-6,7-dihydro-5H-pyrazolo[5,1-b][1,3]oxazine